3-(5-amino-8-(2,6-dimethylpyridin-4-yl)-2-((6-methylpyridin-2-yl)methoxy)-[1,2,4]triazolo[1,5-c]pyrimidin-7-yl)benzonitrile NC1=NC(=C(C=2N1N=C(N2)OCC2=NC(=CC=C2)C)C2=CC(=NC(=C2)C)C)C=2C=C(C#N)C=CC2